C1=CC=C(C(=C1)C(=O)Cl)N anthranoyl chloride